methyl (1s,4s)-2'-bromo-4-[(3-chloro-4-fluorophenyl)(trifluoroacetyl)amino]spiro[cyclohexane-1,1'-indene]-4-carboxylate BrC=1C2(C3=CC=CC=C3C1)CCC(CC2)(C(=O)OC)N(C(C(F)(F)F)=O)C2=CC(=C(C=C2)F)Cl